(6R,12aR)-6-(1,3-Benzodioxol-5-yl)-2-cyclohexoxy-2,3,6,7,12,12a-hexahydropyrazino[1',2':1,6]pyrido[3,4-b]indole-1,4-dione O1COC2=C1C=CC(=C2)[C@H]2N1[C@H](CC3=C2NC=2C=CC=CC32)C(N(CC1=O)OC1CCCCC1)=O